(4-tert-butyl 6-phenylpyrimidinat) iridium (III) [Ir+3].C(C)(C)(C)C1=NC(=NC(=C1)C1=CC=CC=C1)C(=O)[O-].C(C)(C)(C)C1=NC(=NC(=C1)C1=CC=CC=C1)C(=O)[O-].C(C)(C)(C)C1=NC(=NC(=C1)C1=CC=CC=C1)C(=O)[O-]